(8S,13R)-8,13-dimethyl-7,10,14-trioxa-4,19,20-triazatetracyclo[13.5.2.12,6.018,21]tricosa-1(20),2(23),3,5,15(22),16,18(21)-heptaene C[C@@H]1OC2=CN=CC(C3=NNC=4C=CC(O[C@@H](CCOC1)C)=CC34)=C2